tert-butyl 3-(2-(3-(trifluoromethoxy)phenyl)-1,2,3,4-tetrahydroisoquinolin-6-yl)propanoate FC(OC=1C=C(C=CC1)N1CC2=CC=C(C=C2CC1)CCC(=O)OC(C)(C)C)(F)F